4,4,5,5-tetramethyl-2-(o-tolyl)-1,3,2-dioxaborolane CC1(OB(OC1(C)C)C1=C(C=CC=C1)C)C